CC1=C(C=C(C(=C1)F)Br)NS(=O)(=O)C1=C(C=C(C=C1)NS(=O)(=O)C1=CC(=CC(=C1)Cl)Cl)CO N-(2-methyl-4-fluoro-5-bromophenyl)-4-(3,5-dichlorophenylsulfonamido)-2-(hydroxymethyl)benzenesulfonamide